NC1=CC(=CC(=N1)NCCCCC1C2(CC2)CCN(C1)C1=C(C(=O)O)C=CC(=C1)Br)C 2-(4-(4-((6-amino-4-methylpyridin-2-yl)amino)butyl)-6-azaspiro[2.5]octan-6-yl)-4-bromobenzoic acid